FC1(CNCC1(C)C)F 3,3-difluoro-4,4-dimethyl-pyrrolidin